tert-Butyl 3-(5-(2-methoxypropan-2-yl)-7-(thiazol-2-yl)-4-(trifluoromethyl)benzo[d]oxazol-2-yl)-3,8-diazabicyclo[3.2.1]octane-8-carboxylate COC(C)(C)C=1C=C(C2=C(N=C(O2)N2CC3CCC(C2)N3C(=O)OC(C)(C)C)C1C(F)(F)F)C=1SC=CN1